(2R,3R,4S,5S,6S)-2-(2-(diethoxyphosphoryl)ethyl)-6-((4-(3-(hex-5-yn-1-yl)ureido)phenyl)thio)tetrahydro-2H-pyran-3,4,5-triyl triacetate C(C)(=O)O[C@@H]1[C@H](O[C@H]([C@H]([C@H]1OC(C)=O)OC(C)=O)SC1=CC=C(C=C1)NC(=O)NCCCCC#C)CCP(=O)(OCC)OCC